(S)-5-((4-((2-hydroxy-1-phenylethyl)amino)-5-(3-morpholino-1,2,4-oxadiazol-5-yl)pyrimidin-2-yl)amino)-3,3-dimethyl-[1,2]oxaborolo[4,3-b]pyridin-1(3H)-ol OC[C@H](C1=CC=CC=C1)NC1=NC(=NC=C1C1=NC(=NO1)N1CCOCC1)NC1=CC=C2C(=N1)C(OB2O)(C)C